sodium diamyl dithiophosphate P(=S)(SCCCCC)(OCCCCC)[O-].[Na+]